(S)-2-(4-(6-((1-(difluoromethyl)-1H-imidazol-2-yl)methoxy)pyridin-2-yl)-2,5-difluorobenzyl)-1-(oxetan-2-ylmethyl)-1H-benzo[d]imidazole-6-carboxylic acid FC(N1C(=NC=C1)COC1=CC=CC(=N1)C1=CC(=C(CC2=NC3=C(N2C[C@H]2OCC2)C=C(C=C3)C(=O)O)C=C1F)F)F